F[C@H]1C[C@H](N(C1)C(CN1CCC(CC1)NC1=C2C=CC=NC2=C(C=C1)C)=O)C#N (2S,4S)-4-fluoro-1-[2-[4-[(8-methyl-5-quinolinyl)amino]-1-piperidinyl]acetyl]pyrrolidine-2-carbonitrile